C(\C=C\C1=CC=C(C=C1)O)OC\C=C\C1=CC=C(C=C1)O coumaryl ether